N1C=CC2=CC=C(C=C12)NC(=O)C1CCC(CC1)N1C(NC2=CC=CC(=C2C1)C)=O (1s,4s)-N-(1H-indol-6-yl)-4-(5-methyl-2-oxo-1,2-dihydroquinazolin-3(4H)-yl)cyclohexanecarboxamide